ethyl 6-methyl-4-(tributylstannyl)benzo[d]oxazole-7-carboxylate CC1=C(C2=C(N=CO2)C(=C1)[Sn](CCCC)(CCCC)CCCC)C(=O)OCC